Carbon Phosphide C#CP